O1C(OCCOCCOC(OCCOCC1)=O)=O 1,3,6,9,11,14-hexaoxacyclohexadecan-2,10-dione